C1(CCCCC1)OC=C cyclohexanoxyethylen